2-cyclohexyl-phenylketone C1(CCCCC1)C1=C(C=CC=C1)C(=O)C1=C(C=CC=C1)C1CCCCC1